C[C@H]1CC[C@@H](N(C1)C(C(=O)NC1=C2C(=CN=C1)NN=C2)=O)C=2C=CC1=C(N=C(S1)C1CCN(CC1)C)C2 2-((2R,5S)-5-methyl-2-(2-(1-methylpiperidin-4-yl)benzo[d]thiazol-5-yl)piperidin-1-yl)-2-oxo-N-(1H-pyrazolo[3,4-c]pyridin-4-yl)acetamide